ClN1N=C(C2=CC(=CC=C12)C1C[C@@H]2[C@@H](CNC2)C1)C1=CC(=NC=C1)C chloro-3-(2-methylpyridin-4-yl)-5-((3aR,5s,6aS)-octahydrocyclopenta[c]pyrrol-5-yl)-1H-indazole